4-((3-((1-acetylazetidin-3-yl)carbamoyl)-10-methoxy-5,6-dihydrobenzo[d]thieno[3,4-b]oxepin-9-yl)amino)-6-(cyclopropanecarboxamido)-N-(methyl-d3)pyridazine-3-carboxamide C(C)(=O)N1CC(C1)NC(=O)C=1SC=C2C1OCCC1=C2C(=C(C=C1)NC1=C(N=NC(=C1)NC(=O)C1CC1)C(=O)NC([2H])([2H])[2H])OC